4-(6-(3,5-Difluorophenyl)-6-hydroxy-6-(1-methyl-2-oxo-1,2-dihydropyridin-3-yl)hex-1,3-diyn-1-yl)-3-ethynylpyrazolo[1,5-a]pyridine-5-carboxamide FC=1C=C(C=C(C1)F)C(CC#CC#CC=1C=2N(C=CC1C(=O)N)N=CC2C#C)(C=2C(N(C=CC2)C)=O)O